methyl-1,3-oxathiane CC1OCCCS1